C(C)N(C=1C=C2C(=CN1)N(N=C2C)C=2C(=C(C(=C(C2)C(F)(F)F)F)O)F)C2CCOCC2 3-(5-(Ethyl(tetrahydro-2H-pyran-4-yl)amino)-3-methyl-1H-pyrazolo[3,4-c]pyridine-1-yl)-2,6-difluoro-5-(trifluoromethyl)phenol